(1S,3S)-3-((6-(5-chloro-3-(((((R)-1-cyclopropylethyl)(methyl)carbamoyl)oxy)methyl)thiophen-2-yl)-2-methylpyridin-3-yl)oxy)cyclohexane-1-carboxylic acid ClC1=CC(=C(S1)C1=CC=C(C(=N1)C)O[C@@H]1C[C@H](CCC1)C(=O)O)COC(N(C)[C@H](C)C1CC1)=O